OC(C)(C)C1=NC=CC(=C1)C1=C2C(=NC=C1)C=C(O2)C2=CC=C(CN1CC(CC1)(O)C)C=C2 1-(4-(7-(2-(2-hydroxypropan-2-yl)pyridin-4-yl)furo[3,2-b]pyridin-2-yl)benzyl)-3-methylpyrrolidin-3-ol